(n-butylcyclopentadienyl)(1-allylindenyl)zirconium dichloride [Cl-].[Cl-].C(CCC)C1(C=CC=C1)[Zr+2]C=1C(C2=CC=CC=C2C1)CC=C